1-methyl-2,3-dihydropyridin-6-one CN1CCC=CC1=O